bis(4-(N,N-Dimethylamino)phenyl)di-tert-butyl-phosphine CN(C)C1=CC=C(C=C1)C(C(C)(C)PC(C)(C)C)C1=CC=C(C=C1)N(C)C